N-(6-(2-hydroxyprop-2-yl)-2-(piperidin-4-yl)-2H-indazol-5-yl)-6-(trifluoromethyl)pyridine OC(C)(C)C=1C(=CC2=CN(N=C2C1)C1CCNCC1)N1CC=CC=C1C(F)(F)F